S-isopropyl (S)-6-diazo-2-((S)-2-(methylsulfonyl) propanamido)-5-oxohexanethioate [N+](=[N-])=CC(CC[C@@H](C(SC(C)C)=O)NC([C@H](C)S(=O)(=O)C)=O)=O